COCCOC1(CCC(CC1)N)C(F)(F)F 4-(2-methoxyethoxy)-4-(trifluoromethyl)cyclohexan-1-amine